The molecule is a branched-chain saturated fatty acid consisting of hexadecanoic acid carrying methyl substituents at positions 3, 7, 11 and 15. It is a branched-chain saturated fatty acid, a long-chain fatty acid and a methyl-branched fatty acid. It derives from a hexadecanoic acid. It is a conjugate acid of a phytanate. It derives from a hydride of a phytane. CC(C)CCCC(C)CCCC(C)CCCC(C)CC(=O)O